C(C=C)(=O)N1C[C@@H](N(C[C@H]1C)C1=NC(N2C3=C(C(=C(C=C13)Cl)C1=C(C=C(C=C1)F)F)OC[C@H]2COC[C@@H]2N(CCC2)C)=O)C (3R)-7-((2S,5R)-4-acryloyl-2,5-dimethylpiperazin-1-yl)-9-chloro-10-(2,4-difluorophenyl)-3-((((R)-1-methylpyrrolidin-2-yl)methoxy)methyl)-2H-[1,4]oxazino[2,3,4-ij]quinazolin-5(3H)-one